3-[6-(4,7-diazaspiro[2.5]octan-7-yl)-3-pyridyl]-5-[(1R)-1-(3,5-dichloro-4-pyridyl)ethoxy]-1H-indazole C1CC12NCCN(C2)C2=CC=C(C=N2)C2=NNC1=CC=C(C=C21)O[C@H](C)C2=C(C=NC=C2Cl)Cl